FC(C(=O)O)(F)F.NC1=NC(=C(C=C1O)\N=N\C1=CC=CC=C1)N (E)-2,6-diamino-5-(phenyldiazenyl)pyridin-3-ol trifluoroacetate salt